(R)-3-(8-((1r,4R)-4-(4-(1-(3-amino-6-(2-hydroxyphenyl)pyridazin-4-yl)-1H-pyrazol-4-yl)piperidin-1-yl)cyclohexyl)-2,3-dihydro-4H-benzo[b][1,4]oxazin-4-yl)piperidine-2,6-dione NC=1N=NC(=CC1N1N=CC(=C1)C1CCN(CC1)C1CCC(CC1)C1=CC=CC2=C1OCCN2[C@H]2C(NC(CC2)=O)=O)C2=C(C=CC=C2)O